BrC=1C(=NC(=NC1)NC1=C(C=C(C=C1)N1CCOCC1)OC)NC1=C(C=CC=C1)S(=O)(=O)NC 2-(5-bromo-2-(2-methoxy-4-morpholinophenylamino)pyrimidin-4-ylamino)-N-methylbenzenesulfonamide